tert-butyl 5-bromo-4-((6-cyano-2H-indazol-2-yl)methyl)-7-methyl-1H-indole-1-carboxylate BrC=1C(=C2C=CN(C2=C(C1)C)C(=O)OC(C)(C)C)CN1N=C2C=C(C=CC2=C1)C#N